ClC1=C(C=CC=C1)C1=CN=C(S1)NC(=O)C1CN(CC1)C#N N-(5-(2-chlorophenyl)thiazol-2-yl)-1-cyano-pyrrolidine-3-carboxamide